1,6-dichloro-4-(prop-2-yl)-2,7-naphthyridine ClC1=NC=C(C2=CC(=NC=C12)Cl)C(C)C